10-(4-Acetyl-3,6-difluoro-2-methylphenyl)-7-hydroxy-5,5-dimethyldibenzo[b,e]silin-3(5H)-one C(C)(=O)C1=C(C(=C(C(=C1)F)C1=C2C([Si](C3=C1C=CC(=C3)O)(C)C)=CC(C=C2)=O)C)F